methanesulfonic acid-potassium salt [K+].CS(=O)(=O)[O-]